ethyl 5-(N-(2-(4-(4-acetamidobenzoyl) piperazin-1-yl) phenyl)-N-phenethylsulfamoyl)-benzofuran-2-carboxylate C(C)(=O)NC1=CC=C(C(=O)N2CCN(CC2)C2=C(C=CC=C2)N(S(=O)(=O)C=2C=CC3=C(C=C(O3)C(=O)OCC)C2)CCC2=CC=CC=C2)C=C1